CC12CC(C1)(C2)C(=O)N2C[C@H]1OC3=C([C@@H]2C1)C=NC=C3C#N (2S,5S)-4-(3-methylbicyclo[1.1.1]pentane-1-carbonyl)-2,3,4,5-tetrahydro-2,5-methanopyrido[3,4-f][1,4]oxazepine-9-carbonitrile